NCCCNCCCNCCCNC(OC(C)(C)C)=O tert-butyl (3-((3-((3-aminopropyl)amino)propyl)amino)propyl)carbamate